BrC1=CC=C2C(=N1)SC(=N2)C2=CC=C(C=C2)S(=O)(=O)C 5-bromo-2-(4-(methylsulfonyl)phenyl)thiazolo[5,4-b]pyridine